O=C1C(=CC(C2=CC=CC=C12)=O)N[C@@H](C(=O)NC1=CC=C(C=C1)F)CC1=CC=CC=C1 (R)-2-((1,4-dioxo-1,4-dihydronaphthalen-2-yl)amino)-3-phenyl-N-(4-fluorophenyl)-propionamide